[Ni].[Co].OC1[C@](N(CC1)C1=CC=CC=C1)(CO)C1=CC=CC=C1 (hydroxy)diphenyl-prolinol cobalt nickel